Ethyl {[1-(2-fluorophenyl)-5-(5-fluoropyridin-3-yl)-1H-pyrazol-3-yl]oxy}acetate FC1=C(C=CC=C1)N1N=C(C=C1C=1C=NC=C(C1)F)OCC(=O)OCC